N-(2-aminoethyl)-2-bromo-2-methylpropanamide NCCNC(C(C)(C)Br)=O